(3-chloro-2,4-difluorophenyl)(2-(2,2,2-trifluoroethoxy)pyrimidin-5-yl)methanamine ClC=1C(=C(C=CC1F)C(N)C=1C=NC(=NC1)OCC(F)(F)F)F